(1S,2R,3R,5R)-3-(benzylamino)-2-fluoro-8-azabicyclo[3.2.1]octane-8-carboxylic acid tert-butyl ester C(C)(C)(C)OC(=O)N1[C@@H]2[C@@H]([C@@H](C[C@H]1CC2)NCC2=CC=CC=C2)F